C1OC(CC2=C1C=CC=C2)B(O)O 3,4-DIHYDRO-1H-2-BENZOPYRAN-3-BORONIC ACID